(R)-6-(6-(1-(2,2-difluoro-1-(4-fluorophenyl)propyl)-1H-pyrazol-4-yl)pyridin-2-yl)-8-fluoro-[1,2,4]-triazolo[1,5-a]pyridin-2-amine FC([C@@H](C1=CC=C(C=C1)F)N1N=CC(=C1)C1=CC=CC(=N1)C=1C=C(C=2N(C1)N=C(N2)N)F)(C)F